FC1=C(C=CC=2OCOC21)B2OC(C(O2)(C)C)(C)C 2-(4-fluorobenzo[d][1,3]dioxol-5-yl)-4,4,5,5-tetramethyl-1,3,2-dioxaborolane